ClC1=CC(=C(C=C1)N1CCC(=CC1)C1=C(C=CC=C1)NS(=O)(=O)C1=CC=C(C=C1)S(=O)(=O)N(C)C)F N1-(2-(1-(4-chloro-2-fluorophenyl)-1,2,3,6-tetrahydropyridin-4-yl)phenyl)-N4,N4-dimethylbenzene-1,4-disulfonamide